DL-malate C(C(O)CC(=O)[O-])(=O)[O-]